BrCC1=C(C=C(C(=C1)Cl)F)F 1-(bromomethyl)-5-chloro-2,4-difluorobenzene